4-amino-1-(2-chloro-acetyl)-6-(2,4-difluoro-benzyl)-3,3-dimethyl-1,2,3,4-tetrahydro-pyrrolo[3,2-b]pyridin-5-one NN1C2=C(C=C(C1=O)CC1=C(C=C(C=C1)F)F)N(CC2(C)C)C(CCl)=O